trifluoromethyl-2,3-dihydro-indol FC(F)(F)C1NC2=CC=CC=C2C1